5,5-dimethyl-2-morpholin-4-yl-5,6-dihydro-1,3-benzothiazol CC1(CC=C2C(N=C(S2)N2CCOCC2)=C1)C